2-(3,4,5-trifluorostyryl)oxazole FC=1C=C(C=CC=2OC=CN2)C=C(C1F)F